tert-butyl N-(4-pyridyl)carbamate N1=CC=C(C=C1)NC(OC(C)(C)C)=O